N=1C=CN2N=C(C=CC21)C2=CNC=1N=C(N=CC12)NC1CCC2(OCCO2)CC1 5-(imidazo[1,2-b]pyridazin-6-yl)-N-(1,4-dioxaspiro[4.5]decan-8-yl)-7H-pyrrolo[2,3-d]pyrimidin-2-amine